C(C)(C)(C)OC(=O)N1C(=CC2=CC=CC(=C12)OCC(F)F)CN1C(C(=CC=C1)NC([C@H](CC\C=C\C(=O)N(C)C)NC(=O)OC)=O)=O tert-Butyl-(S,E)-7-(2,2-difluoroethoxy)-2-((3-(7-(dimethylamino)-2-((methoxycarbonyl)amino)-7-oxohept-5-enamido)-2-oxopyridin-1(2H)-yl)methyl)-1H-indol-1-carboxylat